N-(oxazol-4-ylmethyl)cyclobutylamine O1C=NC(=C1)CNC1CCC1